o-benzeneDicarboximide C=12C(=CC=CC1)C(NC2=O)=O